(3R,4s,5S)-3,5-Dimethylpiperidin-4-ol hydrochloride Cl.C[C@@H]1CNC[C@@H](C1O)C